CC1(OB(OC1(C)C)C=1N=NN(C1)C1CCN(CC1)C(=O)OC(C)(C)C)C tert-butyl 4-[4-(4,4,5,5-tetramethyl-1,3,2-dioxaborolan-2-yl)triazol-1-yl]piperidine-1-carboxylate